FC1=C(C=CC=C1C[C@@H]1N(CC2(CC2)[C@@H]1NS(=O)(=O)CF)C(=O)OC(C)(C)C)C1=CC(=CC=C1)F tert-butyl (6S,7S)-6-((2,3'-difluoro-[1,1'-biphenyl]-3-yl) methyl)-7-((fluoromethyl) sulphonamido)-5-azaspiro[2.4]heptane-5-carboxylate